3,3'-(Dimethylsilanediyl)dianiline C[Si](C=1C=C(N)C=CC1)(C=1C=C(N)C=CC1)C